tert-butyl 3-[[[(2R)-3-(allyloxycarbonylamino)-2-hydroxy-propyl]amino]methyl]-3-hydroxy-azetidine-1-carboxylate C(C=C)OC(=O)NC[C@@H](CNCC1(CN(C1)C(=O)OC(C)(C)C)O)O